(S)-3-((5-acrylamidopyrimidin-2-yl)amino)-N-(2-(dimethylamino)-1-(tetrahydro-2H-pyran-4-yl)ethyl)-6,6-dimethyl-4,6-dihydropyrrolo[3,4-c]pyrazole-5(1H)-carboxamide C(C=C)(=O)NC=1C=NC(=NC1)NC=1C2=C(NN1)C(N(C2)C(=O)N[C@H](CN(C)C)C2CCOCC2)(C)C